4,6-diphenyl-1,3,5-triazin-2-yl-5-hexyloxyphenol C1(=CC=CC=C1)C1=NC(=NC(=N1)C1=CC=CC=C1)C1=C(C=C(C=C1)OCCCCCC)O